O[C@@H]1[C@H](NC[C@@H]1O)C=O ((2S,3R,4S)-3,4-dihydroxy-pyrrolidin-2-yl)methanone